ClC(OC1=CC=C(C=C1)NC(=O)C1=CN(C(C=C1)=O)C1=CC(=C(C=C1)OC)OC)(F)F N-[4-(Chlorodifluoromethoxy)phenyl]-1-(3,4-dimethoxyphenyl)-6-oxo-1,6-dihydropyridine-3-carboxamide